[K].C1(=CC=C(C=C1)C(=O)O)C1=CC=C(C=C1)C(=O)O 1,1'-biphenyl-4,4'-dicarboxylic acid potassium